COC1CC(C1)(C=1C=C2C(NCC2=CC1)=O)CC(=O)NNC(NC)=S 2-(2-(3-Methoxy-1-(3-oxoisoindolin-5-yl)cyclobutyl)acetyl)-N-methyl-hydrazine-1-carbothioamide